C(C)(C)(C)C1=CC=C(C=C1)C1=NC(=C(C(=N1)I)C(=O)OCC)C ethyl 2-(4-(tert-butyl) phenyl)-4-iodo-6-methylpyrimidine-5-carboxylate